The molecule is a phosphorus oxoanion and a triphosphate ion. It has a role as a human metabolite. It is a conjugate base of a triphosphate(4-). [O-]P(=O)([O-])OP(=O)([O-])OP(=O)([O-])[O-]